C(C)N1C(C=CC2=CN=C(C=C12)N[C@@H](C)C1=CC=C(C=C1)C(CC)N1CCNCC1)=O 4-(1-{4-[(S)-1-(1-Ethyl-2-oxo-1,2-dihydro-[1,6]naphthyridin-7-ylamino)-ethyl]-phenyl}-propyl)-piperazin